NCN([C@@H](C)C(=O)O)C1CCCCC1 aminomethylcyclohexyl-alanine